Methyl (S)-2-((2R,3S)-1-diphenylmethyl-2-methylazetidin-3-yl)-2-(methanesulfonyl)acetate C1(=CC=CC=C1)C(N1[C@@H]([C@H](C1)[C@@H](C(=O)OC)S(=O)(=O)C)C)C1=CC=CC=C1